ClC1=C(C=CC2=C1C(=N[C@H](C=1N2C(=NN1)C1CC1)C)C1=NC=CC=C1F)Cl (4S)-7,8-dichloro-1-cyclopropyl-6-(3-fluoro-2-pyridyl)-4-methyl-4H-[1,2,4]triazolo[4,3-a][1,4]benzodiazepine